N-(4-iodophenyl)-5,6-dihydro-4H-1,3-oxazin-2-amine IC1=CC=C(C=C1)NC=1OCCCN1